FC(C=1C=C(CC2=CC(=NC=C2)NN)C=C(C1)F)F 4-(3-(difluoromethyl)-5-fluorobenzyl)-2-hydrazineylpyridine